NC1=NC=NC=2N(C3=CC=C(C=C3C21)C(=O)OC)CC(=O)N2[C@@H]1C[C@@]1(C[C@H]2C(NC2=NC(=CC=C2)Br)=O)C methyl 4-amino-9-(2-((1R,3S,5R)-3-((6-bromopyridin-2-yl)carbamoyl)-5-methyl-2-azabicyclo[3.1.0]hexan-2-yl)-2-oxoethyl)-9H-pyrimido[4,5-b]indole-6-carboxylate